4-[8-({8-fluoro-2-methylimidazo[1,2-a]pyridin-6-yl}carbamoyl)-3-methoxycinnolin-5-yl]piperazine-1-carboxylic acid tert-butyl ester C(C)(C)(C)OC(=O)N1CCN(CC1)C1=C2C=C(N=NC2=C(C=C1)C(NC=1C=C(C=2N(C1)C=C(N2)C)F)=O)OC